(S)-4-amino-7-fluoro-N-methyl-N-(6-(1-methyl-1H-pyrazol-5-yl)-2,3-dihydrobenzofuran-3-yl)imidazo[1,5-a]quinoxaline-8-carboxamide NC=1C=2N(C3=CC(=C(C=C3N1)F)C(=O)N([C@@H]1COC3=C1C=CC(=C3)C3=CC=NN3C)C)C=NC2